2-(2-Chloroacetamido)-3-(4-(prop-2-yn-1-yloxy)phenyl)propanoic acid ClCC(=O)NC(C(=O)O)CC1=CC=C(C=C1)OCC#C